cyclohexanyl-lithium C1(CCCCC1)[Li]